1-(2-amino-3-methylpyridin-4-yl)-N-(5-cyano-6-(2H-1,2,3-triazol-2-yl)pyridin-3-yl)-5-(trifluoromethyl)-1H-pyrazole-4-carboxamide NC1=NC=CC(=C1C)N1N=CC(=C1C(F)(F)F)C(=O)NC=1C=NC(=C(C1)C#N)N1N=CC=N1